1-cyclopropyl-6-fluoro-7-(4-(2-(4-((5-fluoroisatin-1-yl)methyl)-1h-1,2,3-triazol-1-yl)acetyl)-3-methylpiperazin-1-yl)-8-methoxy-4-oxo-1,4-dihydroquinoline-3-carboxylic acid C1(CC1)N1C=C(C(C2=CC(=C(C(=C12)OC)N1CC(N(CC1)C(CN1N=NC(=C1)CN1C(=O)C(=O)C2=CC(=CC=C12)F)=O)C)F)=O)C(=O)O